Dipentaerythritol tetrakis(4-mercaptobutyrate) SCCCC(=O)OCC(COC(CCCS)=O)(COCC(COC(CCCS)=O)(COC(CCCS)=O)CO)CO